NC1=NC=NC=2N(C3=CC=C(C=C3C21)NC(=O)OC)CC(=O)OCCCC butyl 2-(4-amino-6-((methoxycarbonyl)amino)-9H-pyrimido[4,5-b]indol-9-yl)acetate